1-(4-hydroxy-3,5-dimethoxyphenyl)propan-2-one OC1=C(C=C(C=C1OC)CC(C)=O)OC